N1CC(C1)OC=1C=CC(=C(C(=O)N[C@H](C)C2=CC(=CC=C2)C=2SC(=CC2)CN2CCCC2)C1)C (R)-5-(azetidin-3-yloxy)-2-methyl-N-(1-(3-(5-(pyrrolidin-1-ylmethyl)thiophen-2-yl)phenyl)ethyl)benzamide